ClC=1C(=C(C=CC1)NC(=O)C1=CC(=CC=2NC(=NC21)NCC(COC)(C)C)NC(=O)C2=C(C=CC(=C2)Cl)Cl)C N-(3-chloro-2-methylphenyl)-6-{[(2,5-dichlorophenyl)carbonyl]amino}-2-[(3-methoxy-2,2-dimethylpropyl)amino]-1H-benzimidazole-4-carboxamide